C(C)(C)(C)OC(=O)N(C1=CC(=NC=2N1N=CC2C(C)C)NC[C@@H]2[C@H](CN(CC2)C(=O)OC(C)(C)C)O)CC=2SC1=C(C=NC=C1)N2 tert-butyl (3R,4R)-4-(((7-((tert-butoxycarbonyl) (thiazolo[4,5-c]pyridin-2-ylmethyl) amino)-3-isopropylpyrazolo[1,5-a]pyrimidin-5-yl) amino) methyl)-3-hydroxypiperidine-1-carboxylate